COC1=CC=C(CN2CC(C2)S(=O)(=O)N2C3=C(SCC2)C(=CN=C3)C3=CC=C(C#N)C=C3)C=C1 4-(4-((1-(4-Methoxybenzyl)azetidin-3-yl)sulfonyl)-3,4-dihydro-2H-pyrido[4,3-b][1,4]thiazin-8-yl)benzonitrile